Cl.Cl.FC1=C(C=C2CCN(CC2=C1)NS(=O)(=O)N)NC1=CC=NC=2NC(C=CC12)=O (7-fluoro-6-((7-oxo-7,8-dihydro-1,8-naphthyridin-4-yl)amino)-3,4-dihydroisoquinoline-2(1H)-yl)sulfamide dihydrochloride